CC1=NNC(=C1CCC=1C=C(N2C(N1)=C(C(=N2)C=2SC=CC2)C)O)C 5-[2-(3,5-dimethyl-1H-pyrazol-4-yl)ethyl]-3-methyl-2-(2-thienyl)pyrazolo[5,1-b]pyrimidin-7-ol